2-(5-(4-hydroxypiperidin-1-yl)pyrimidin-2-yl)-6-(3-methoxy-2-methylphenyl)phthalazin-1(2H)-one OC1CCN(CC1)C=1C=NC(=NC1)N1C(C2=CC=C(C=C2C=N1)C1=C(C(=CC=C1)OC)C)=O